1,4,8,14,20-pentaoxo-12-oxa-2,5,9,15,19-pentaazahexatriacontane-6,18,36-tricarboxylic acid O=CNCC(NC(CC(NCCOCC(NCCC(NC(CCCCCCCCCCCCCCCCC(=O)O)=O)C(=O)O)=O)=O)C(=O)O)=O